1-chloro-8-((3S,5S)-3,5-dimethylpiperazin-1-yl)-N-(3-methyloxetan-3-yl)-3-(5-(trifluoromethyl)-1,3,4-thiadiazol-2-yl)imidazo[1,5-a]pyridine-6-sulfonamide ClC=1N=C(N2C1C(=CC(=C2)S(=O)(=O)NC2(COC2)C)N2C[C@@H](N[C@H](C2)C)C)C=2SC(=NN2)C(F)(F)F